7-(hydroxymethyl)-4,8-dimethyl-7,8-dihydro-pteridin-6(5H)-one OCC1C(NC=2C(=NC=NC2N1C)C)=O